(2S)-4-[[3-[[5-[(1S)-1-aminoethyl]-1,3,4-oxadiazol-2-yl]amino]-2,5-dimethyl-phenyl]methyl]-2-methyl-piperazine-1-carboxylic acid isopropyl ester C(C)(C)OC(=O)N1[C@H](CN(CC1)CC1=C(C(=CC(=C1)C)NC=1OC(=NN1)[C@H](C)N)C)C